C1(CCCCC1)C1=C(C(=O)N)C=CC(=C1)NC=1SC=C(N1)C1=CC(=CC=C1)O cyclohexyl-4-((4-(3-hydroxyphenyl)thiazol-2-yl)amino)benzamide